4-((1H-pyrazol-3-yl)oxy)-3-chloroaniline N1N=C(C=C1)OC1=C(C=C(N)C=C1)Cl